tert-butyl 2-(5-(4-chloro-2-(ethyl (isopropyl) carbamoyl) phenoxy) pyrimidin-4-yl)-2,7-diazaspiro[3.5]nonane-7-carboxylate ClC1=CC(=C(OC=2C(=NC=NC2)N2CC3(C2)CCN(CC3)C(=O)OC(C)(C)C)C=C1)C(N(C(C)C)CC)=O